C([C@@H](O)CC(=O)N)(=S)N thiol-malamide